7-chloro-4-(4-ethyl-(2-hydroxyethyl)-amino-1-methylbutyl-amino)quinoline ClC1=CC=C2C(=CC=NC2=C1)N(C(CCCCC)(C)CCO)N